ClC1=C(OC2=CC(=C(C=C2)O)CC=C)C(=CC(=C1)[N+](=O)[O-])Cl 4-(2,6-dichloro-4-nitrophenoxy)-2-(allyl)-phenol